4-(benzoyloxy)piperazine-1-carboxylic acid benzyl ester C(C1=CC=CC=C1)OC(=O)N1CCN(CC1)OC(C1=CC=CC=C1)=O